C(C)C1=NC2=C(N1CC(CN(C(OC(C)(C)C)=O)C)OC)C(=CC=C2)B2OC(C(O2)(C)C)(C)C tert-butyl N-[3-[2-ethyl-7-(4,4,5,5-tetramethyl-1,3,2-dioxaborolan-2-yl)benzimidazol-1-yl]-2-methoxy-propyl]-N-methyl-carbamate